C1(CC1)C1=C(C(=NO1)C1=C(C=CC=C1Cl)Cl)CO[C@H]1[C@@H]2C(N([C@H](C1)C2)C=2SC1=C(N2)C(=CC(=C1)C(=O)O)CC)=O 2-[(1S,4R,5R)-5-{[5-cyclopropyl-3-(2,6-dichlorophenyl)-1,2-oxazol-4-yl]methoxy}-3-oxo-2-azabicyclo[2.2.1]heptan-2-yl]-4-ethyl-1,3-benzothiazole-6-carboxylic acid